CSC=1C=C(C=CC1)C1=CC=C(C=C1)C=1N=NN(C1)C=1C=C(C(=O)O)C=CC1 3-(4-(3'-(Methylthio)-[1,1'-biphenyl]-4-yl)-1H-1,2,3-triazol-1-yl)benzoic acid